CS(=O)(=O)OCC1=CC=C(C=C1)S(=O)(=O)C1CN(CC(C1)S(=O)(=O)C)C1=CC=CC=C1 4-((5-(methylsulfonyl)-1-phenylpiperidin-3-yl)sulfonyl)benzyl methanesulfonate